C(CCCCCCCCCC)ON1C(CCCC1(C)C)(C)C 1-undecanoxy-2,2,6,6-tetramethylpiperidin